(1R or S)-1-phenyl-7-[6-(piperazin-1-yl)pyridine-3-yl]-2,3-dihydro-1H-pyrrolo[1,2-a]benzimidazole C1(=CC=CC=C1)[C@H]1CCC2=NC3=C(N21)C=C(C=C3)C=3C=NC(=CC3)N3CCNCC3 |o1:6|